tert-butyl 3-(bromomethyl)-3-methylpyrrolidine-1-carboxylate BrCC1(CN(CC1)C(=O)OC(C)(C)C)C